FC1CN(C1)C=1C=CC2=C(C1)[Si]1(CCCCC1)C1=C(C23OC(C2=CC=C(C=C23)C(=O)OC(C)(C)C)=O)C=CC(=C1)N1CC(C1)F tert-butyl 3',7'-bis(3-fluoroazetidin-1-yl)-3-oxo-3H-dispiro[isobenzofuran-1,10'-dibenzo[b,e]siline-5',1''-silinane]-6-carboxylate